FC1NC(C2=CC3=C(N=C(N=C3)NC3=CC=C(C=C3)S(=O)(=O)N)N2C12CCCCC2)O 4-((8'-fluoro-6'-hydroxy-7',8'-dihydro-6'H-spiro[cyclohexane-1,9'-pyrazino[1',2':1,5]pyrrolo[2,3-d]pyrimidin]-2'-yl)amino)benzenesulfonamide